2-(1,4-dioxaspiro[4.5]dec-3-ylmethyl)guanidine sulfate S(=O)(=O)(O)O.O1CC(OC12CCCCC2)CN=C(N)N